C(CCCCCCCCCCC)S[C@H](C)CC(CCCC)=O |r| (±)-2-(dodecylthio)octan-4-one